C(C1=CC=CC=C1)NC(=O)C=1C(=C(C(=CC1CCCCC)O)[C@H]1[C@@H](CCC(=C1)C)C(=C)C)O (1'R,2'R)-N-benzyl-2,6-dihydroxy-5'-methyl-4-pentyl-2'-(prop-1-en-2-yl)-1',2',3',4'-tetrahydro-[1,1'-biphenyl]-3-carboxamide